C[C@]12CC(C[C@](CC1)(N2)C)N(C2=C(C=C(N=N2)C2=C(C=C(C(=C2)F)C=2C=NNC2)O)F)C 2-(6-(((1R,3S,5S)-1,5-dimethyl-8-azabicyclo[3.2.1]oct-3-yl)(methyl)amino)-5-fluoropyridazin-3-yl)-4-fluoro-5-(1H-pyrazol-4-yl)phenol